FC=1C=CC(=C(C1)O)CNC1=NC=CC=C1C1=CC=NN1C 5-fluoro-2-(((3-(1-methyl-1H-pyrazol-5-yl)pyridin-2-yl)amino)methyl)phenol